tert-butyl N-[2-[(5-bromo-2-pyridyl)amino]ethyl]carbamate BrC=1C=CC(=NC1)NCCNC(OC(C)(C)C)=O